(R)-2-(3-(cyclopropyl(4-methyl-4H-1,2,4-triazol-3-yl)methyl)phenyl)-6-(((1-methylcyclobutyl)amino)methyl)-4-(trifluoromethyl)isoindolin-1-one C1(CC1)[C@H](C=1C=C(C=CC1)N1C(C2=CC(=CC(=C2C1)C(F)(F)F)CNC1(CCC1)C)=O)C1=NN=CN1C